FC(F)(F)C1=NC2=C(N1)C=CC=1C(C=COC12)=O (trifluoromethyl)chromeno[7,8-d]imidazol-6(3H)-one